3-cyclopropylmethoxy-4-difluoromethoxy-N-[3,5-di-chloropyridyl]-benzamide C1(CC1)COC=1C=C(C(=O)NC2=NC=C(C=C2Cl)Cl)C=CC1OC(F)F